3-chloro-7-methyl-1-propyl-pyrido[2,3-b]Pyrazin-2-one ClC=1C(N(C2=C(N1)N=CC(=C2)C)CCC)=O